3-(3-(2H-benzo[d][1,2,3]triazol-2-yl)-5-(tert-butyl)-4-hydroxyphenyl)propane N=1N(N=C2C1C=CC=C2)C=2C=C(C=C(C2O)C(C)(C)C)CCC